6-(bromomethyl)benzo[b]thiophene-2-carboxylic acid BrCC=1C=CC2=C(SC(=C2)C(=O)O)C1